OC[C@@H]1COC2=C(N=CC=C21)NC2=NNC1=CC(=CC=C21)[C@@H]2C[C@@]21C(NC2=CC=C(C=C12)OC)=O (1R,2S)-2-(3-{[(3R)-3-(hydroxymethyl)-2,3-dihydrofuro[2,3-c]pyridin-7-yl]amino}-1H-indazol-6-yl)-5'-methoxyspiro[cyclopropane-1,3'-indol]-2'(1'H)-one